1-(2,6-difluoro-4-((4-methoxybenzyl)thio)benzyl)-10-methoxy-1,4-dihydro-2H-[1,3]oxazino[5,4-c]quinolin-2-one FC1=C(CN2C(OCC=3C=NC=4C=CC=C(C4C32)OC)=O)C(=CC(=C1)SCC1=CC=C(C=C1)OC)F